(1R,3S,5S)-8-(8-fluoro-7-(3-hydroxynaphthalen-1-yl)-2-(((S)-1-methylpyrrolidin-2-yl)methoxy)pyrido[4,3-d]pyrimidin-4-yl)-8-azabicyclo[3.2.1]octan-3-ol FC1=C(N=CC2=C1N=C(N=C2N2[C@H]1CC(C[C@@H]2CC1)O)OC[C@H]1N(CCC1)C)C1=CC(=CC2=CC=CC=C12)O